(trifluoromethyl)thiazolo[5,4-b]pyridine FC(F)(F)C=1SC2=NC=CC=C2N1